Cl.C(C)C1(CCNCC1)C(=O)NC(C)C 4-ethyl-N-isopropyl-piperidine-4-carboxamide hydrochloride